ClC1=C(N=CC(=N1)N)C#CC 6-chloro-5-(prop-1-yn-1-yl)pyrazin-2-amine